2-(2-methyltetrazol-5-yl)pyridine ethyl-(E)-3-[3-[[5-amino-1-[5-[4,6-difluoro-1-(2-trimethylsilylethoxymethyl)indol-5-yl]oxy-2-fluoro-phenyl]pyrazol-3-yl]methyl]phenyl]prop-2-enoate C(C)OC(\C=C\C1=CC(=CC=C1)CC1=NN(C(=C1)N)C1=C(C=CC(=C1)OC=1C(=C2C=CN(C2=CC1F)COCC[Si](C)(C)C)F)F)=O.CN1N=C(N=N1)C1=NC=CC=C1